carbon tetradecene C=CCCCCCCCCCCCC.[C]